ethyl 3-(3-bromo-4-fluorophenyl)-3-methylbutanoate BrC=1C=C(C=CC1F)C(CC(=O)OCC)(C)C